CC(CC)(\C=C\C=C(C)C)O (E)-3,7-dimethyloct-4,6-dien-3-ol